Cl.N[C@H](C(=O)OC)CCCC methyl (2S)-2-aminohexanoate hydrochloride